1-(4-benzyl-3-oxo-3,4-dihydro-2H-benzo[b][1,4]thiazin-6-yl)-3-(1H-indol-3-yl)urea C(C1=CC=CC=C1)N1C2=C(SCC1=O)C=CC(=C2)NC(=O)NC2=CNC1=CC=CC=C21